ClC1=NC(=CC(=N1)N1CCC2(CC(C2)C(=O)O)CC1)C(F)(F)F 7-(2-chloro-6-(trifluoromethyl)pyrimidin-4-yl)-7-azaspiro[3.5]nonane-2-carboxylic acid